C(C)(C)(C)C1=CC=C(C(=O)C=2C=C(C=CC2)C(CCC(=O)N)CC(=O)N)C=C1 4-(3-(4-(tert-butyl)benzoyl)phenyl)hexanediamide